FC=1C=C(C=C(C1)F)NC(=O)C1(COC=C1)C(=O)OC methyl 3-[(3,5-difluorophenyl)carbamoyl]-2H-furan-3-carboxylate